C(C)(C)(C)C1=C(C(O)=CC=C1)O Tertiary butyl-catechol